1-(6-chlorobenzo[b]thiophen-2-yl)-2-(pyridin-3-yl)prop-2-en-1-one ClC=1C=CC2=C(SC(=C2)C(C(=C)C=2C=NC=CC2)=O)C1